FC(C(C(F)(F)F)OC(=O)N1CCC2(CN(C2)CC2=CC(=C(C(=O)O)C=C2)C(F)(F)F)CC1)(F)F 4-((7-(((1,1,1,3,3,3-Hexafluoropropan-2-yl)oxy)carbonyl)-2,7-diazaspiro[3.5]nonan-2-yl)methyl)-2-(trifluoromethyl)benzoic acid